OC=1C=C2OC=3C(C(C(C(C3C(C2=C(C1C(CC(C)C)=O)O)CC(C)C)=O)(C)C)=O)(C)C 6,8-dihydroxy-7-(3-methylbutyryl)-9-isobutyl-2,2,4,4-tetramethyl-4,9-dihydro-1H-xanthene-1,3(2H)-dione